ClC1=C(C#N)C=CC(=C1)N1CC2(CC1C)CCN(CC2)C2=CC=C(C=C2)C(=O)N2CCC2CN2CCN(CC2)C2=CC(=CC=C2)NC2C(NC(CC2)=O)=O 2-Chloro-4-(8-(4-(4-((4-(3-((2,6-dioxopiperidin-3-yl)amino)phenyl)piperazin-1-yl)methyl)azetidine-1-carbonyl)phenyl)-3-methyl-2,8-diazaspiro[4.5]decan-2-yl)benzonitrile